C1CC(=O)N[C@@H]1C(=O)O oxo-proline